3-phenyl-6-(3-pyridyl)imidazo[1,2-b]pyridazine C1(=CC=CC=C1)C1=CN=C2N1N=C(C=C2)C=2C=NC=CC2